BrC1=CC2=CN(N=C2C=C1OC(C)C)C(C)CCOC 5-bromo-6-isopropoxy-2-(4-methoxybutan-2-yl)-2H-indazole